6-tert-butyl-10-methoxy-2-oxo-9-phenyl-6,7-dihydro-2H-pyrido[2,1-a]isoquinoline-3-carboxylate C(C)(C)(C)C1N2C(C3=CC(=C(C=C3C1)C1=CC=CC=C1)OC)=CC(C(=C2)C(=O)[O-])=O